O=C1NC(CCC1C1=CC=C(C=C1)N1CCC(CC1)C(=O)N1CCC(CC1)C(=O)OC(C)(C)C)=O tert-butyl 1-(1-(4-(2,6-dioxopiperidin-3-yl)phenyl)piperidine-4-carbonyl)piperidine-4-carboxylate